O-(2-oxo-1-(2H)pyridyl)-N,N,N',N'-tetramethyluronium hexafluorophosphate F[P-](F)(F)(F)(F)F.O=C1N(C=CC=C1)OC(=[N+](C)C)N(C)C